N=1ON=C2C1N=CC=N2 furazano[3,4-B]pyrazine